1-(3-(8-chloro-6-fluoro-7-(3-hydroxynaphthalen-1-yl)-4-(((S)-1-methylpyrrolidin-2-yl)methoxy)-1H-imidazo[4,5-c]quinolin-1-yl)piperidin-1-yl)prop-2-en-1-one ClC1=CC=2C3=C(C(=NC2C(=C1C1=CC(=CC2=CC=CC=C12)O)F)OC[C@H]1N(CCC1)C)N=CN3C3CN(CCC3)C(C=C)=O